eicosane-2,19-diol CC(CCCCCCCCCCCCCCCCC(C)O)O